N[C@H]1CN(CCC1)C1=CC=C(C=N1)NC1=CC=C(C=C1)C1=CC2=C(N=CN=C2N2CCOCC2)N1 (R)-6-(3-aminopiperidin-1-yl)-N-(4-(4-morpholino-7H-pyrrolo[2,3-d]pyrimidin-6-yl)phenyl)pyridin-3-amine